COC1=CC=C(C=C1)C1=NC2=CC=CC=C2C(=C1)NCCCN1CCN(CC1)C 2-(4-Methoxyphenyl)-N-(3-(4-methylpiperazin-1-yl)propyl)quinolin-4-amine